1-(2-methoxyphenyl)-3-((3-(4-(trifluoromethyl)phenyl)-1,2,4-oxadiazol-5-yl)methyl)urea COC1=C(C=CC=C1)NC(=O)NCC1=NC(=NO1)C1=CC=C(C=C1)C(F)(F)F